1-iodo-8-chloro-3,6-dimethylimidazo[1,5-a]pyrazine IC=1N=C(N2C1C(=NC(=C2)C)Cl)C